N-((3R,4S)-4-((6-(2,6-dichloro-3,5-di-methoxyphenyl)-8-((2-(ethylsulfonyl)ethyl)amino)pyrido[3,4-d]pyrimidin-2-yl)amino)tetrahydrofuran-3-yl)acryl-amide ClC1=C(C(=C(C=C1OC)OC)Cl)C1=CC2=C(N=C(N=C2)N[C@H]2[C@H](COC2)NC(C=C)=O)C(=N1)NCCS(=O)(=O)CC